1,3-di(cyclohexyl)imidazolium C1(CCCCC1)N1C=[N+](C=C1)C1CCCCC1